ClC=1C=C(C=2N(N1)C(=CN2)C2=CSC(=C2)C)NCC2=NC1=C(N2)C(=CC=C1)Cl 6-chloro-N-((7-chloro-1H-benzo[d]imidazol-2-yl)methyl)-3-(5-methylthiophen-3-yl)imidazo[1,2-b]pyridazin-8-amine